CC1=NC(=CC(=N1)NC1=CC(=C(N=N1)C(=O)NC([2H])([2H])[2H])NC1=C2N(CC3N(C2=CC=C1)C(CC3)=O)C)C 6-((2,6-dimethylpyrimidin-4-yl)amino)-N-(methyl-d3)-4-((5-methyl-1-oxo-1,2,3,3a,4,5-hexahydropyrrolo[1,2-a]quinoxalin-6-yl)amino)pyridazine-3-carboxamide